FC(CN(C(=O)C1=C(OC=2C(=NC=NC2)N2CC3(C2)CCN(CC3)C(=O)OC(C)(C)C)C=CC(=C1)F)C(C)C)F tert-butyl 2-(5-(2-((2,2-difluoroethyl)(isopropyl)carbamoyl)-4-fluoro phenoxy)pyrimidin-4-yl)-2,7-diazaspiro[3.5]nonane-7-carboxylate